6'-Chloro-4'-fluoro-3-methoxy-2,3'-bipyridine ClC1=CC(=C(C=N1)C1=NC=CC=C1OC)F